N1C=NC2=C1C=CC(=C2)NC(C#N)C2=C(C(=C(C=C2)C2=CSC(=C2)C)F)F (1H-benzimidazol-5-ylamino)[2,3-difluoro-4-(5-methylthiophen-3-yl)phenyl]acetonitrile